NC1=NC(=C(C=2C1=NN(N2)CC2=NC=CC=C2)C2=CC=NN2CC)C2=C(C#N)C=CC=C2 (4-amino-7-(1-ethyl-1H-pyrazol-5-yl)-2-(pyridin-2-ylmethyl)-2H-[1,2,3]triazolo[4,5-c]pyridin-6-yl)benzonitrile